3-[5-(4-methoxyquinolin-2-yl)-1-oxo-2,3-dihydro-1H-isoindol-2-yl]piperidine COC1=CC(=NC2=CC=CC=C12)C=1C=C2CN(C(C2=CC1)=O)C1CNCCC1